O1C(CCCC1)N1N=CC(=C1)C1=CC=C(C=C1)N1CCC(CC1)C[N-]CCCCCCC N-((1-(4-(1-(tetrahydro-2H-pyran-2-yl)-1H-pyrazol-4-yl)phenyl)piperidin-4-yl)methyl)heptylamide